ClC1=C(C=CC=C1)C1=NC=2N(C(N(C(C2N1C1=CC=C(C=C1)Cl)=O)C[C@H]1OC(OC1)(C)C)=O)C(C)C1=CC=C(C(=O)N)C=C1 4-[1-[8-(2-chlorophenyl)-7-(4-chlorophenyl)-1-[[(4R)-2,2-dimethyl-1,3-dioxolan-4-yl]methyl]-2,6-dioxopurin-3-yl]ethyl]benzamide